1-Ethyl-2-butylpyrrolium methansulfonat CS(=O)(=O)[O-].C(C)[NH+]1C(=CC=C1)CCCC